tert-Butyl N-(5-bromo-3-methyl-2-pyridyl)carbamate BrC=1C=C(C(=NC1)NC(OC(C)(C)C)=O)C